1-(4-((1S,2S)-2-Cyclopentyl-6-hydroxy-1,2,3,4-tetrahydronaphthalen-1-yl)phenyl)piperidine C1(CCCC1)[C@H]1[C@H](C2=CC=C(C=C2CC1)O)C1=CC=C(C=C1)N1CCCCC1